FC(C(=O)O)(F)F.CN1N=C(C2=CC=C(C=C12)C(=O)NC=1N=CC=2N(C1)C=C(N2)[C@@H]2NCCNC2)C |r| rac-1,3-dimethyl-N-[2-(piperazin-2-yl)imidazo[1,2-a]pyrazin-6-yl]indazole-6-carboxamide trifluoroacetate